lithium diisopropylamide C(C)(C)[N-]C(C)C.[Li+]